ClC1=NC=CC(=C1C(C(F)(F)F)=O)Cl 1-(2,4-Dichloropyridin-3-yl)-2,2,2-trifluoroethanone